ClC=1C=C2C(=C(C=NC2=CC1)S(=O)(=O)N1CCOCC1)NC1=C(C(=O)O)C=CC(=C1)B1OC(C(O1)(C)C)(C)C 2-[(6-chloro-3-morpholinosulfonyl-4-quinolyl)amino]-4-(4,4,5,5-tetramethyl-1,3,2-dioxaborolan-2-yl)benzoic acid